C(CCCCCC)C1(CC(C(CC1)CCCCCCCCCN=C=O)CCCCCCCCCN=C=O)CCCCC heptyl-3,4-bis(9-isocyanatononyl)-1-pentylcyclohexane